FC=1C=C(C=CC1)[C@H](CNC(C[C@H]1CN(CC1)S(=O)(=O)C)(C)C)O (R)-1-(3-Fluorophenyl)-2-((2-methyl-1-((S)-1-(methylsulfonyl)-pyrrolidin-3-yl)propan-2-yl)amino)ethan-1-ol